C(C1=CC=CC=C1)OCC12OCC(CC1)(CC2)C2=NN1C(C=3N([C@H](C1)C)C(=NC3)C(C)=O)=C2 (S)-1-(9-(1-((Benzyloxy)methyl)-2-oxabicyclo[2.2.2]octan-4-yl)-5-methyl-5,6-dihydroimidazo[1,5-a]pyrazolo[5,1-c]pyrazin-3-yl)ethan-1-one